N1=CNC2=NC=CC(=C21)C=2C=NN(C2)C2=CC=C(C=N2)C(CCN2CC(C2)C#N)C(F)(F)F 1-(3-(6-(4-(3H-imidazo[4,5-b]pyridin-7-yl)-1H-pyrazol-1-yl)pyridin-3-yl)-4,4,4-trifluorobutyl)azetidine-3-carbonitrile